3-ethynyl-1-(4-nitrophenyl)azetidine Sodium Ytterbium [Yb].[Na].C(#C)C1CN(C1)C1=CC=C(C=C1)[N+](=O)[O-]